malonoyl chloride C(CC(=O)Cl)(=O)Cl